C(CCCC)C(C(O)C)CCCCCCCC 2-pentylmethyl-decanol